2-methyl-2-phenylpropanediol CC(C(O)O)(C)C1=CC=CC=C1